OC(CC(CC(CCCOCCCOCOCOCCCOCCCC(CC(CC(C)O)C)C)C)C)C 8-hydroxy-4,6-dimethylnonyloxypropyloxymethyl ether